[Cl-].C[NH2+]CC1C(C2=C3C(=CC=C2C=C1)C=CC=C3)=O N-methyl-N-(1-oxo-1H-benzonaphthalen-2-yl)methylammonium chloride